ClC=1C=NC(=C(C(=O)NC2CCC(CC2)CN2C(N(C3=C2C=CC=C3)C=3C=NC(=CC3)NC3CC3)=O)C1)C 5-chloro-N-((1r,4r)-4-((3-(6-(cyclopropylamino)pyridin-3-yl)-2-oxo-2,3-dihydro-1H-benzo[d]imidazol-1-yl)methyl)cyclohexyl)-2-methylnicotinamide